ClC1=NC=C(C(=C1)CS(=O)(=O)N)I (2-chloro-5-iodopyridin-4-yl)methanesulfonamide